3-(6-((2S,6R)-2,6-dimethylmorpholino)imidazo[1,2-b]pyridazin-3-yl)-N-methylbenzamide C[C@@H]1O[C@@H](CN(C1)C=1C=CC=2N(N1)C(=CN2)C=2C=C(C(=O)NC)C=CC2)C